NC=1C=CC(=C(C1)C1=CC(=NC=C1)C1=CC(=NC=C1)C(=O)NC)C 4-(5-amino-2-methylphenyl)-N-methyl-[2,4'-bipyridine]-2'-carboxamide